Racemic-tert-butyl (E)-2-(2,3-dihydrobenzofuran-2-yl)-3-fluoroallylcarbamate O1[C@H](CC2=C1C=CC=C2)\C(\CNC(OC(C)(C)C)=O)=C\F |r|